C1(C=CC=C2C3=CC=CC=C3N=C12)C(=O)N 1H-CARBAZOLE-1-CARBOXAMIDE